N1=CC=C(C=C1)C=1N=C(N2C1C=CC=C2)C(=O)N[C@@H]2[C@@]1(CC[C@H](C2)C1(C)C)C 1-(pyridin-4-yl)-N-((1R,2S,4R)-1,7,7-trimethylbicyclo[2.2.1]heptan-2-yl)imidazo[1,5-a]pyridine-3-carboxamide